CC=1C=C(CNC2=C3N=CNC3=NC(=N2)C=2C=NC=C(C2)C)C=CC1 N-3-methylbenzyl-2-(5-methylpyridin-3-yl)-9H-purin-6-amine